5-(bromomethyl)-1,3-oxazole-2-carboxylic acid methyl ester COC(=O)C=1OC(=CN1)CBr